Methyl 2-(2-(8-(4-((tert-butoxycarbonyl)amino)phenyl)-4-oxo-1,4-dihydroquinazolin-3(2H)-yl)acrylamido)acrylate C(C)(C)(C)OC(=O)NC1=CC=C(C=C1)C=1C=CC=C2C(N(CNC12)C(C(=O)NC(C(=O)OC)=C)=C)=O